F[C@@H]1CN(CC[C@@H]1NC1=NN2C(C(=N1)OC)=C(C=C2)C=2C=C(C1=C(N(C(=N1)C)CCF)C2)F)C(CO)=O 1-((3R,4S)-3-fluoro-4-((5-(4-fluoro-1-(2-fluoroethyl)-2-methyl-1H-benzo[d]imidazol-6-yl)-4-methoxypyrrolo[2,1-f][1,2,4]triazin-2-yl)amino)piperidin-1-yl)-2-hydroxyethan-1-one